ethyl 6-[2-(dimethylamino)ethyl]-5-methylpyridine-2-carboxylate CN(CCC1=C(C=CC(=N1)C(=O)OCC)C)C